4-chloro-2-(methoxymethyloxy)phenylboronic acid ClC1=CC(=C(C=C1)B(O)O)OCOC